CC1=CC=C(C=C1)S(=O)(=O)OCCOCCOCCOCCOCCOCCOCCOCCOCCOCCOCCN(C(=O)OC(C)(C)C)C(=O)OC(C)(C)C 2-[2-[2-[2-[2-[2-[2-[2-[2-[2-[2-[bis(tert-butoxycarbonyl)amino]ethoxy]ethoxy]ethoxy] ethoxy]ethoxy]ethoxy]ethoxy]-ethoxy]ethoxy]ethoxy]ethyl 4-methylbenzenesulfonate